Cl.NC1(CC(CC1)CCB(O)O)C(=O)O 1-amino-3-(2-boronoethyl)cyclopentane-1-carboxylic acid hydrochloride